N-((4-(2-(tert-butyldimethylsilyloxy)ethyl)-5-(difluoromethyl)-4H-1,2,4-triazol-3-yl)methyl)-6-methoxypyridin-3-amine [Si](C)(C)(C(C)(C)C)OCCN1C(=NN=C1C(F)F)CNC=1C=NC(=CC1)OC